(2R)-6-chloro-N-[3-(4-{methyl[(2S)-1-(trifluoromethoxy)propan-2-yl]amino}-1H-pyrazol-1-yl)bicyclo[1.1.1]pentan-1-yl]-4-oxo-3,4-dihydro-2H-1-benzopyran-2-carboxamide ClC=1C=CC2=C(C(C[C@@H](O2)C(=O)NC23CC(C2)(C3)N3N=CC(=C3)N([C@H](COC(F)(F)F)C)C)=O)C1